1-(4-((5-bromopyridin-3-yl)methoxy)-2-hydroxy-3-methylphenyl)-3,3-dimethylbutan BrC=1C=C(C=NC1)COC1=C(C(=C(C=C1)CCC(C)(C)C)O)C